3-(4-(2-(3,5-dichloro-4-(3-chloro-2-hydroxypropoxy)phenyl)propan-2-yl)phenoxy)-2-hydroxypropyl acetate C(C)(=O)OCC(COC1=CC=C(C=C1)C(C)(C)C1=CC(=C(C(=C1)Cl)OCC(CCl)O)Cl)O